C(C)(C)(C)OC(=O)NC=1N2C3=CC(=NC=C3N=CC2=C(N1)C)C(=O)O (tert-butoxycarbonylamino)-5-methyl-2,4,8,11-tetrazatricyclo[7.4.0.02,6]trideca-1(13),3,5,7,9,11-hexaene-12-carboxylic acid